CC1=C(C=CC(=C1)S(=O)(=O)C)O 2-methyl-4-(methylsulfonyl)phenol